CC1=NN(C2=CC=CC(=C12)C(C(=O)O)N1CC(C1)OCCCCCC1=NC=2NCCCC2C=C1)CC(F)(F)F 2-(3-methyl-1-(2,2,2-trifluoroethyl)-1H-indazol-4-yl)-2-(3-(5-(5,6,7,8-tetrahydro-1,8-naphthyridin-2-yl)pentyloxy)azetidin-1-yl)acetic acid